ClC1=C(C=CC(=C1)Cl)C(C=CC1=CC=C(C=C1)OCC(CN1N=CN=C1)(O)C1=C(C=C(C=C1)F)F)=O 1-(2,4-Dichlorophenyl)-3-[4-[2-(2,4-difluorophenyl)-2-hydroxy-3-(1,2,4-triazol-1-yl)propoxy]phenyl]prop-2-en-1-one